4-(aminomethyl)-2-(tert-butyl)phenol NCC1=CC(=C(C=C1)O)C(C)(C)C